ClC1=NC=C(C(=N1)C1=CC=C2CN(C(C2=C1)=O)CC(N1CC2=CC=CC=C2CC1)=O)CC 6-(2-chloro-5-ethylpyrimidin-4-yl)-2-[2-oxo-2-(1,2,3,4-tetrahydroisoquinolin-2-yl)ethyl]-2,3-dihydro-1H-isoindol-1-one